2-(m-tolyl)-4-(4-(trifluoromethyl)phenyl)-2,5-dihydrothiazole C1(=CC(=CC=C1)C1SCC(=N1)C1=CC=C(C=C1)C(F)(F)F)C